BrC1=NC=C(C(=C1)Cl)[N+](=O)[O-] 2-bromo-4-chloro-5-nitropyridine